2-[4-Chloro-5-[(3R,4R)-3-methyl-1-[2-(4H-1,2,4-triazol-3-yl)ethylsulfonyl]-4-piperidyl]-1H-imidazol-2-yl]-5-fluoro-pyridine ClC=1N=C(NC1[C@H]1[C@H](CN(CC1)S(=O)(=O)CCC1=NN=CN1)C)C1=NC=C(C=C1)F